N1(NCC2C1=NC=CN2)N2C(NC=C2)=O TETRAHYDROPYRAZOLO-PYRAZINYL-DIHYDROIMIDAZOLONE